C(C)(C)(C)OC(N(C(CCO)C=1SC(=NN1)C)O)=O N-hydroxy-N-[3-hydroxy-1-(5-methyl-1,3,4-thiadiazol-2-yl)propyl]carbamic acid tert-butyl ester